[4-(3-nitro-pyridin-2-ylamino)-phenyl]-carbamic acid tert-butyl ester C(C)(C)(C)OC(NC1=CC=C(C=C1)NC1=NC=CC=C1[N+](=O)[O-])=O